C(C)(C)(C)N[C@@H]1CN(CC1)C=1N=NC(=CC1)C1=NC(=C(N=C1)C1=CC(=NS1)C)OC (3S)-N-tert-butyl-1-{6-[6-methoxy-5-(3-methyl-1,2-thiazol-5-yl)pyrazin-2-yl]pyridazin-3-yl}pyrrolidin-3-amine